xylene iodine [I].C=1(C(=CC=CC1)C)C